ClC=1C=C(C=CC1)N1N=CC(=C1)C(C(=O)NC1=CC(=NN1)[C@H]1[C@@H](C1)F)C 2-(1-(3-chlorophenyl)-1H-pyrazol-4-yl)-N-(3-(trans-2-fluorocyclopropyl)-1H-pyrazol-5-yl)propanamide